C[C@@H]1CCCCN1 (R)-6-methylpiperidine